N2-(2,6-dibenzyl-oxy-3-pyridyl)-4-[4-(dimethoxymethyl)-1-piperidyl]benzene-1,2-diamine C(C1=CC=CC=C1)OC1=NC(=CC=C1NC=1C(=CC=C(C1)N1CCC(CC1)C(OC)OC)N)OCC1=CC=CC=C1